CCCCCCCCCCCCC/C=C/[C@H]([C@H](COP(=O)([O-])[O-])NC(=O)CCCCCCC/C=C\\CCCCCCCC)O The molecule is an N-acylsphingosine 1-phosphate(2-) in which the N-acyl group is specified as oleoyl; major species at pH 7.3. It is a conjugate base of a N-oleoylsphingosine 1-phosphate.